Methyl-propanethiolate CC(CC)[S-]